(E)-N-(3-(dimethylamino)-2-(7H-pyrrolo[2,3-d]pyrimidin-4-yl)allylidene)-N-methyl-ammonium perchlorate Cl(=O)(=O)(=O)[O-].CN(C=C(\C=[NH+]\C)C=1C2=C(N=CN1)NC=C2)C